COC1=CC2=C(N=C(N=C2N)C)C=N1 6-methoxy-2-methylpyrido[3,4-d]pyrimidin-4-amine